S1C(=CC=C1)C[C@@H](C)N (R)-1-(thiophen-2-yl)propan-2-amine